CN1N=C(C2=CC=CC(=C12)C(C(=O)O)N1CC(C1)OCCCCCC1=NC=2NCCCC2C(=C1)OC)C 2-(1,3-dimethyl-1H-indazol-7-yl)-2-(3-(5-(4-methoxy-5,6,7,8-tetrahydro-1,8-naphthyridin-2-yl)pentyloxy)azetidin-1-yl)acetic acid